BrC=1C=C(C=NC1)N1C[C@H](CCC1)C(=O)NC=1C=CC(N(C1)CC(=O)OCC)=O ethyl (S)-2-(5-(1-(5-bromopyridin-3-yl)piperidine-3-carboxamido)-2-oxopyridin-1(2H)-yl)acetate